CC1=C(C=C(C=C1)S(=O)(=O)NCCCCCNC(OC(C)(C)C)=O)[N+](=O)[O-] tert-Butyl (5-(4-methyl-3-nitrophenylsulfonamido)pentyl)carbamate